3-(1-(2-(6-(Difluoromethyl)imidazo[1,2-a]pyrazin-3-yl)pyrimidin-4-yl)piperidin-3-yl)-N-methyl-1H-pyrazole-5-carboxamide FC(C=1N=CC=2N(C1)C(=CN2)C2=NC=CC(=N2)N2CC(CCC2)C2=NNC(=C2)C(=O)NC)F